FC1([C@](C[C@]2(CN(C(O2)=O)C2=NC=C(N=C2)C(C)(C)O)CC1)(C)CN1C=NC2=C1C=C(C=C2)C#N)F 1-(((5S,7S)-8,8-difluoro-3-(5-(2-hydroxypropan-2-yl)pyrazin-2-yl)-7-methyl-2-oxo-1-oxa-3-azaspiro[4.5]decan-7-yl)methyl)-1H-benzo[d]imidazole-6-carbonitrile